OC(CON1C(CC(CC1(C)C)OC(CCCCC(=O)OC1CC(N(C(C1)(C)C)OCC(C)(C)O)(C)C)=O)(C)C)(C)C.C1(=CC=CC=C1)[B-](C1=CC=CC=C1)(C1=CC=CC=C1)C1=CC=CC=C1.C1(=CC=CC=C1)[PH3+] phenylphosphonium tetraphenyl-borate bis(1-(2-hydroxy-2-methyl-propoxy)-2,2,6,6-tetramethyl-piperidin-4-yl)adipate